{[(N-{[(9H-fluoren-9-yl)methoxy]carbonyl}glycyl)amino]methoxy}acetic acid C1=CC=CC=2C3=CC=CC=C3C(C12)COC(=O)NCC(=O)NCOCC(=O)O